NC1=NN2C(C=C(C=C2)C2=C(C=NN2C)OC[C@H]2N(CC2)C(=O)OC(C)(C)C)=C1 (S)-tert-butyl 2-(((5-(2-aminopyrazolo[1,5-a]pyridin-5-yl)-1-methyl-1H-pyrazol-4-yl)oxy)methyl)azetidine-1-carboxylate